COC(C=CC=1OC=CC1)=O.C(CCCCCCC)OC(C=1C(C(=O)OCCCCCCCC)=CC=CC1)=O.ClC1=C(C(=CC=C1)Cl)C1=CC2=C(N=C(N=C2)NC=2N=NC(=CC2)OCCN(CC)CC)N(C1=O)C 6-(2,6-dichlorophenyl)-2-((6-(2-(diethylamino)ethoxy)pyridazin-3-yl)amino)-8-methylpyrido[2,3-d]pyrimidin-7(8H)-one Di(n-octyl)phthalate methyl-furanacrylate